3-[5-(4-bromo-2,6-dichloro-phenoxy)-2-methoxy-phenyl]sulfonyl-cyclobutanone BrC1=CC(=C(OC=2C=CC(=C(C2)S(=O)(=O)C2CC(C2)=O)OC)C(=C1)Cl)Cl